cobalt m-tetrahydroxyethyl-(4-methoxyphenyl)porphyrin OC(C(O)(O)O)C=1C=C(C=CC1OC)C1=C2NC(=C1)C=C1C=CC(=N1)C=C1C=CC(N1)=CC=1C=CC(N1)=C2.[Co]